4-(4-(2-(1,3-dioxoisoquinolin-2-yl)ethyl)-1,4-diazacycloheptan-1-yl)-6,7-dimethoxyquinoline-3-carbonitrile O=C1N(C(CC2=CC=CC=C12)=O)CCN1CCN(CCC1)C1=C(C=NC2=CC(=C(C=C12)OC)OC)C#N